C(CC)(=O)OC(C(=O)OCCC(C)C)(C)C 3-methylbutyl α-propanoyloxyisobutyrate